C1=CC=C(C=2OC3=C(C21)C=CC=C3)C=3C=C(C=C(C3)C=3C=NC=CC3)C3=NC2=C1N=CC=CC1=CC=C2C=C3 2-(3-(dibenzo[b,d]furan-4-yl)-5-(pyridin-3-yl)phenyl)-1,10-phenanthroline